CN1CCC(CC1)C1=CC=C(C=O)C=C1 4-(1-methyl-4-piperidyl)benzaldehyde